COC=1C=C2C=CC=NC2=C(C1)C1(CC1)NC(C1=C(C=CC(=C1)OC[C@H]1N(CC1)C)C)=O (S)-N-(1-(6-Methoxyquinolin-8-yl)cyclopropyl)-2-methyl-5-((1-methylazetidin-2-yl)methoxy)benzamide